FC=1C=C(CNC(OC(C)(C)C)=O)C=C(C1)C=1C=NSC1 tert-Butyl 3-fluoro-5-(isothiazol-4-yl)benzylcarbamate